[Cl-].CO[Si](CCC[NH2+]CCCCCCCC\C=C/CCCCCCCC)(OC)OC 3-(trimethoxysilyl)propyloleyl-ammonium chloride